2,4-dichloro-6-(2-fluorophenyl)-5,6,7,8-tetrahydroquinazoline ClC1=NC=2CCC(CC2C(=N1)Cl)C1=C(C=CC=C1)F